7-(2,4-Difluorophenyl)-N4-methyl-N2-[3-(4-methylimidazol-1-yl)-1-bicyclo[1.1.1]pentanyl]-5,6-dihydropyrrolo[2,3-d]pyrimidin-2,4-diamin FC1=C(C=CC(=C1)F)N1CCC2=C1N=C(N=C2NC)NC21CC(C2)(C1)N1C=NC(=C1)C